tricyclo[4.4.0.03,8]decane C12CC3CCC2CC3CC1